FC(C=1C=CC(=NC1)NC=1C=2N(C=C(N1)CNC(C=C)=O)C=CN2)(F)F N-((8-((5-(trifluoromethyl)pyridin-2-yl)amino)imidazo[1,2-a]pyrazin-6-yl)methyl)acrylamide